5-(3-butylthiobenzoyl)amino-3-(1-hexyl-1,2,3,6-tetrahydropyridin-4-yl)-1H-indole C(CCC)C=1C=C(C(=S)NC=2C=C3C(=CNC3=CC2)C=2CCN(CC2)CCCCCC)C=CC1